5-t-pentyl-2,4-toluenediamine C(C)(C)(CC)C1=C(C=C(C(C)=C1)N)N